[6-[5-(1-hydroxycyclopropyl)-4H-1,2,4-triazol-3-yl]-2-azaspiro[3.3]heptan-2-yl]-[6-[[4-(trifluoromethyl)imidazol-1-yl]methyl]-2-azaspiro[3.3]heptan-2-yl]methanone OC1(CC1)C=1NC(=NN1)C1CC2(CN(C2)C(=O)N2CC3(C2)CC(C3)CN3C=NC(=C3)C(F)(F)F)C1